FC1=C(C=C(C=C1)F)[C@@H]1N(CCC1)C1=NC=2N(C=C1)N=CC2N2N=CC(=C2)P(C)(C)=O (R)-(1-(5-(2-(2,5-difluorophenyl)pyrrolidin-1-yl)pyrazolo[1,5-a]pyrimidin-3-yl)-1H-pyrazol-4-yl)dimethylphosphine oxide